L-ascorbic acid dipalmitate C(CCCCCCCCCCCCCCC)(=O)O.C(CCCCCCCCCCCCCCC)(=O)O.O=C1C(O)=C(O)[C@H](O1)[C@@H](O)CO